C(C)(C)(C)C=1C=C(C=C(C1O)C(C)(C)C)CCC(=O)O.C(C)(C)(C)C=1C=C(C=C(C1O)C(C)(C)C)CCC(=O)O.S(C=C)C=C 2,2'-thiodiethylene bis(3-(3,5-di-tert-butyl-4-hydroxyphenyl)propionate)